diphenyl phosphoramidate (Diphenyl phosphoroamidate) C1(=CC=CC=C1)N(P(O)(O)=O)C1=CC=CC=C1.P(OC1=CC=CC=C1)(OC1=CC=CC=C1)(=O)N